ClC1=C(C=CC(=C1)C1=CC(=NC=C1F)NC(=O)C1CC1)[C@@H](C)NC(OC(C)(C)C)=O tert-butyl (R)-(1-(2-chloro-4-(2-(cyclopropanecarboxamido)-5-fluoropyridin-4-yl)phenyl)ethyl)carbamate